tert-Butyl 5-(3,4-dichlorobenzoyl)hexahydropyrrolo[3,4-c]pyrrole-2(1H)-carboxylate ClC=1C=C(C(=O)N2CC3C(C2)CN(C3)C(=O)OC(C)(C)C)C=CC1Cl